FC1=CC(=NC(=C1)N1C(C(OC(C1([2H])[2H])([2H])[2H])([2H])[2H])([2H])[2H])C1=NC2=CC(=NC=C2C=C1)CNC(C1=CC(=C(C=C1)C)S(=O)(=O)CCO)=O N-((2-(4-fluoro-6-(morpholino-d8)pyridin-2-yl)-1,6-naphthyridin-7-yl)methyl)-3-((2-hydroxyethyl)sulfonyl)-4-methylbenzamide